[Si](C)(C)(C(C)(C)C)OC1CCN(CC1)C1=C(N[C@H](C)C=2C=C(C=C3C(N(C(=NC23)C2CCOCC2)C)=O)C)C=CC(=C1F)F 8-[(1R)-1-[2-[4-[tert-butyl(dimethyl)silyl]oxy-1-piperidyl]-3,4-difluoro-anilino]ethyl]-3,6-dimethyl-2-tetrahydropyran-4-yl-quinazolin-4-one